COCCNC1=C2CC(CN(C2=CC=C1)C1=CC=C(C=C1)C(F)(F)F)NC(C=C)=O N-(5-((2-methoxyethyl)amino)-1-(4-(trifluoromethyl)phenyl)-1,2,3,4-tetrahydroquinolin-3-yl)acrylamide